C1(CC1)C1=NC=NC(=C1C1=NC=C(C(=N1)CC1=CC=C(C=C1)C=1N(C=C(N1)C(F)(F)F)C)F)OC 4'-cyclopropyl-5-fluoro-6'-methoxy-4-(4-(1-methyl-4-(trifluoromethyl)-1H-imidazol-2-yl)benzyl)-2,5'-bipyrimidine